FC(C=1C=C(N)C=CC1OCCC1=CC=C(C=C1)C(F)(F)F)(F)F 3-(trifluoromethyl)-4-(4-(trifluoromethyl)phenethyloxy)aniline